3-amino-6-chloro-4-(5-methyl-1H-indazol-4-yl)pyridine-2-carboxamide NC=1C(=NC(=CC1C1=C2C=NNC2=CC=C1C)Cl)C(=O)N